N-(2-(4-((2S,6R)-2,6-dimethylmorpholino)piperidine-1-yl)-4-methoxy-5-((6-((R)-3-(2,3,6-trifluorophenyl)isoxazolidine-2-yl)pyrimidine-4-yl)amino)phenyl)acrylamide C[C@@H]1O[C@@H](CN(C1)C1CCN(CC1)C1=C(C=C(C(=C1)OC)NC1=NC=NC(=C1)N1OCC[C@@H]1C1=C(C(=CC=C1F)F)F)NC(C=C)=O)C